C(C1=CC=CC=C1)NC(=O)NC=1C=NC2=CC=CC=C2C1 1-benzyl-3-quinolin-3-ylurea